CC(C)(C)C1=C(C(=C(C(=C1)C)CN1C(N(C(N(C1=O)CC1=C(C(=C(C=C1C)C(C)(C)C)O)C)=O)CC1=C(C(=C(C=C1C)C(C)(C)C)O)C)=O)C)O 1,3,5-tris[{4-(1,1-dimethylethyl)-3-hydroxy-2,6-dimethylphenyl}methyl]-1,3,5-triazine-2,4,6(1H,3H,5H)-trione